C1(CC1)C=1C=CC=2N(C1)C=C(N2)C(CCC=2NC=C(N2)C(=O)OC)=O Methyl 2-(3-(6-cyclopropylimidazo[1,2-a]pyridin-2-yl)-3-oxopropyl)-1H-imidazole-4-carboxylate